FC(C(=O)O)(F)F.N[C@@H](CC1=CC=C(C=C1)O)C(=O)O L-tyrosine trifluoroacetate